C(C)(C)C1=C(C=CC=C1)C=1N=CC2=C(N1)N(C1=C2C=CN=C1)CC1=CC=C(C=C1)C=1N(C=C(N1)C(F)(F)F)C 2-(2-isopropylphenyl)-9-(4-(1-methyl-4-(trifluoromethyl)-1H-imidazol-2-yl)benzyl)-9H-Pyrido[4',3':4,5]pyrrolo[2,3-d]pyrimidine